(3,3-dimethyl-2,3-dihydro-1H-pyrrolo[3,2-b]pyridin-1-yl)(4-((4-fluorobenzyl)(methyl)amino)piperidin-1-yl)methanone CC1(CN(C=2C1=NC=CC2)C(=O)N2CCC(CC2)N(C)CC2=CC=C(C=C2)F)C